phenanthrene-quinone C1(C(C=CC=2C3=CC=CC=C3C=CC12)=O)=O